C(C)NCCC1=CNC=2C1=NC=CC2 3-(N-ethylaminoethyl)-pyrrolo[3,2-b]pyridine